FC=1C=CC(=C(C1)[C@@H](C)NC1=NC=2N(C=C1)N=CC2C(=O)OCC)OS(=O)(=O)C(F)(F)F ethyl (R)-5-((1-(5-fluoro-2-(((trifluoromethyl) sulfonyl)oxy)phenyl) ethyl)amino)pyrazolo[1,5-a]pyrimidine-3-carboxylate